CN(S(=O)(=O)C1=CC=C(C(=O)O)C=C1)C 4-(dimethylsulfamoyl)benzoic acid